3-(4-fluorophenyl)-2,4-dioxo-1-(tetrahydro-2H-pyran-4-yl)-1,2,3,4-tetrahydropyrimidine-5-carboxamide FC1=CC=C(C=C1)N1C(N(C=C(C1=O)C(=O)N)C1CCOCC1)=O